1-(4-(5-(difluoromethyl)-1,3,4-oxadiazole-2-yl)-2-fluorobenzyl)-6-fluoro-3-(1-methylpiperidine-4-yl)-5-(pyridine-3-yl)-1,3-dihydro-2H-benzo[d]imidazole-2-one FC(C1=NN=C(O1)C1=CC(=C(CN2C(N(C3=C2C=C(C(=C3)C=3C=NC=CC3)F)C3CCN(CC3)C)=O)C=C1)F)F